5-(4-fluorophenyl)-3-isoxazoline-3-carboxylic acid FC1=CC=C(C=C1)C1C=C(NO1)C(=O)O